2,6-dimethoxypyridine-3-boronic acid COC1=NC(=CC=C1B(O)O)OC